S1C(=NC2=C1C=CC=C2)C=CC=2C=C1C=CC(=CC1=CC2)O 6-(2-(benzothiazol-2-yl)vinyl)naphthalen-2-ol